tert-butyl N-[2-[4-[[1-(cyclopropylamino)-5-isoquinolyl]sulfonyl]piperazin-1-yl]-2-oxo-ethyl]carbamate C1(CC1)NC1=NC=CC2=C(C=CC=C12)S(=O)(=O)N1CCN(CC1)C(CNC(OC(C)(C)C)=O)=O